COC1=CC=C(CS(=O)(=O)CC(=O)C2=CC=C(C=C2)C2=NOC(=N2)C(F)(F)F)C=C1 2-((4-methoxybenzyl)sulfonyl)-1-(4-(5-(trifluoromethyl)-1,2,4-oxadiazol-3-yl)phenyl)ethan-1-one